C(C)(C)(C)C1=CC=C(C(=O)OO)C=C1.[Mg] magnesium hydroxy p-tert-butylbenzoate